(R)-7-ethyl-4-methyl-N-(1-(5-(2-((methylamino)methyl)phenyl)thiophen-2-yl)ethyl)phthalazin-1-amine C(C)C1=CC=C2C(=NN=C(C2=C1)N[C@H](C)C=1SC(=CC1)C1=C(C=CC=C1)CNC)C